1-(4-(1-([1,4'-bipiperidin]-4-yl)-3-methyl-1H-indazol-5-yl)-2-methylphenyl)-N-((3-(1,1,1-trifluoro-2-methylpropan-2-yl)-1H-1,2,4-triazol-5-yl)methyl)-1H-pyrazole-4-carboxamide N1(CCC(CC1)N1N=C(C2=CC(=CC=C12)C1=CC(=C(C=C1)N1N=CC(=C1)C(=O)NCC1=NC(=NN1)C(C(F)(F)F)(C)C)C)C)C1CCNCC1